C(C)N1CCN(CC1)CC=1C=CC(=NC1)NC1=NC=C(C(=N1)C1=CC2=C(N=C(N2C(C)C)C)C(=C1)F)F N-[5-[(4-ethylpiperazin-1-yl)methyl]pyridin-2-yl]-5-fluoro-4-(7-fluoro-2-methyl-3-Prop-2-ylbenzimidazol-5-yl)pyrimidin-2-amine